ClC1=C(C(=CC=C1)Cl)C=1N=C2C=3C=C(C=NC3C=CN2C1C(=O)N)C=1C=NNC1C(C)C 2-(2,6-Dichlorophenyl)-9-(5-isopropyl-1H-pyrazol-4-yl)imidazo[2,1-f][1,6]naphthyridine-3-carboxamide